N4-octanoyl-cytidine C(CCCCCCC)(=O)NC1=NC(N([C@H]2[C@H](O)[C@H](O)[C@@H](CO)O2)C=C1)=O